N6-{3-cyclopropyl-1-[(4-methoxyphenyl)methyl]-1H-pyrazol-5-yl}-5-methoxy-1,2-benzoxazole-3,6-diamine C1(CC1)C1=NN(C(=C1)NC1=CC2=C(C(=NO2)N)C=C1OC)CC1=CC=C(C=C1)OC